[C@@H]12N(C[C@@H](NC1)CC2)C(=O)OC(C)(C)C tert-butyl (1S,4S)-2,5-diazabicyclo[2.2.2]octane-2-carboxylate